5-(dimethylamino)-2-nitrosophenol CN(C=1C=CC(=C(C1)O)N=O)C